5-Amino-1-(1-methylcyclopropyl)-3-[4-[([3-[4-(trifluoromethyl)bicyclo[2.2.1]heptan-1-yl]-1,2-oxazol-5-yl]carbamoyl)methyl]phenyl]pyrazole-4-carboxamide NC1=C(C(=NN1C1(CC1)C)C1=CC=C(C=C1)CC(NC1=CC(=NO1)C12CCC(CC1)(C2)C(F)(F)F)=O)C(=O)N